(4-{5-amino-6-[1-(2-chloro-3,6-difluoro-phenyl)-ethoxy]-pyrazin-2-yl}-phenyl)-((S)-2-pyrrolidin-1-ylmethyl-pyrrolidin-1-yl)-methanone NC=1N=CC(=NC1OC(C)C1=C(C(=CC=C1F)F)Cl)C1=CC=C(C=C1)C(=O)N1[C@@H](CCC1)CN1CCCC1